N-ethyl-2-Pyrrolidone C(C)N1C(CCC1)=O